C(C)(C)C=1C=C(C=C(C1)C(C)C)S(=O)(=O)O 3,5-Diisopropylbenzenesulfonic Acid